methyl 2-oxo-1-(2-oxaspiro[3.5]non-7-yl)-1,2-dihydropyridine-3-carboxylate O=C1N(C=CC=C1C(=O)OC)C1CCC2(COC2)CC1